C(OCCCNC(C1=CC=CC=C1)=O)([2H])([2H])[2H] N-(3-(methoxy-d3)propyl)benzamide